N,N-dimethyl-5,6,7,8-tetrahydro-[1,2,4]triazolo[1,5-a]pyrazine-2-carboxamide CN(C(=O)C1=NN2C(CNCC2)=N1)C